3-((8-methoxy-2-(2-methoxypyrimidin-5-yl)-2,3-dihydrobenzo[b][1,4]dioxin-6-yl)methyl)-3H-imidazo[4,5-b]pyridine COC1=CC(=CC2=C1OC(CO2)C=2C=NC(=NC2)OC)CN2C=NC=1C2=NC=CC1